C(N)(=O)C=1C(=C(C(=C2C(=C(NC12)C)Cl)C1=CCCN(C1)C(=O)OC(C)(C)C)F)F tert-butyl 5-(7-carbamoyl-3-chloro-5,6-difluoro-2-methyl-1H-indol-4-yl)-3,6-dihydropyridine-1(2H)-carboxylate